O.[Co](O)O Cobalt(II) hydroxide hydrate